8-(3-(4-acryloylpiperazin-1-yl)propyl)-6-(2,6-dichloro-3,5-dimethoxyphenyl)-2-(methylamino)pyrido(2,3-d)pyrimidin-7(8H)-one C(C=C)(=O)N1CCN(CC1)CCCN1C(C(=CC2=C1N=C(N=C2)NC)C2=C(C(=CC(=C2Cl)OC)OC)Cl)=O